N'-[5-bromo-6-(2,3-dihydro-1H-inden-2-yloxy)-2-methylpyridin-3-yl]-N-ethyl-N-methylmethylformamidine BrC=1C=C(C(=NC1OC1CC2=CC=CC=C2C1)C)N=C(N(C)CC)C